(2-bromo-5-methylphenyl)-(4-triisopropylsiloxymethylphenyl)amine BrC1=C(C=C(C=C1)C)NC1=CC=C(C=C1)CO[Si](C(C)C)(C(C)C)C(C)C